[K].C(CCCCCCCCCCC)(=O)NCCN(CC(=O)O)CCO N-lauroyl-N'-hydroxyethyl-N'-carboxymethyl-ethylenediamine potassium